2-chloro-3-cyanopyridine nitrogen [N].ClC1=NC=CC=C1C#N